NCC(C1=CC=CC=C1)C1=CC=C(C=C1)C1=C(C=C(C#N)C=C1)OC1=NC(=NC(=C1)N1CCOCC1)C 4-[4-(2-amino-1-phenylethyl)phenyl]-3-(2-methyl-6-morpholin-4-ylpyrimidin-4-yl)oxybenzonitrile